O1[C@H](COCC1)COC1=NC(N2C(C3=CC=C(C=C3CC2)OCCOCCC)=C1)=O 2-((R)-1-[1,4]Dioxan-2-ylmethoxy)-9-(2-propoxy-ethoxy)-6,7-dihydro-pyrimido[6,1-a]isoquinolin-4-one